2',4'-difluoro-4-acetoxy-[1,1'-biphenyl]-carboxylic acid FC1=C(C=CC(=C1)F)C=1C(=CC(=CC1)OC(C)=O)C(=O)O